N-(ethyl-1,1-d2)-5-fluoro-N-isopropyl-2-methoxybenzamide C(C)([2H])([2H])N(C(C1=C(C=CC(=C1)F)OC)=O)C(C)C